C(CCC)N(C(=O)C=1C=C(N(C1C)C)C=1C=C2CCN(CC2=CC1C(=O)N1CC2=CC=CC=C2C[C@H]1C)C(=O)N(C1=CC=CC=C1)C)CCCC 6-[4-(dibutylcarbamoyl)-1,5-dimethyl-1H-pyrrol-2-yl]-N-methyl-7-{[(3R)-3-methyl-3,4-dihydroisoquinolin-2(1H)-yl]carbonyl}-N-phenyl-3,4-dihydroisoquinoline-2(1H)-carboxamide